4-bromo-2-((1R,3R,5S)-3-((5-cyclopropyl-3-(2,6-dichlorophenyl)isoxazol-4-yl)methoxy)-8-azabicyclo[3.2.1]oct-8-yl)benzo[d]thiazole-6-carboxylic acid methyl ester COC(=O)C1=CC2=C(N=C(S2)N2[C@H]3CC(C[C@@H]2CC3)OCC=3C(=NOC3C3CC3)C3=C(C=CC=C3Cl)Cl)C(=C1)Br